FC1(C[C@@]2(C3=CC=C(C=C13)N1CC(CCC1)OC)NC(N(C2=O)CC(=O)N(C2(COC2)C(F)(F)F)CC2=CC=C(C=C2)F)=O)F 2-[(1'S)-3',3'-difluoro-5'-(3-methoxypiperidin-1-yl)-2,5-dioxo-2',3'-dihydrospiro[imidazolidine-4,1'-inden]-1-yl]-N-[(4-fluorophenyl)methyl]-N-[3-(trifluoromethyl)oxetan-3-yl]acetamide